2,8-di(2-cyclopentylethyl)anthra[1,2-b:5,6-b']dithiophene C1(CCCC1)CCC1=CC2=C(S1)C1=CC=3C=CC4=C(SC(=C4)CCC4CCCC4)C3C=C1C=C2